O=C1NC(CCC1N1C(C2=CC=CC(=C2C1=O)NCCCNC(C1=C(C=C(C=C1)C=1C=NC=2N(N1)C(=CN2)CC=2C=C1C=CC=NC1=CC2)F)=O)=O)=O N-(3-((2-(2,6-dioxopiperidin-3-yl)-1,3-dioxoisoindolin-4-yl)amino)propyl)-2-fluoro-4-(7-(quinolin-6-ylmethyl)imidazo[1,2-b][1,2,4]triazin-2-yl)benzamide